ClC=1N=C2C(=C(C(N(C2=CC1)C)=O)C#N)N1C[C@@H]([C@H](CC1)NC1=C(C=C(C=C1)OC(F)(F)F)F)C 6-chloro-4-[(3S,4S)-4-[2-fluoro-4-(trifluoromethoxy)anilino]-3-methyl-1-piperidinyl]-1-methyl-2-oxo-1,5-naphthyridine-3-carbonitrile